2-(2-Methyl-4-nitro-1H-imidazol-1-yl)ethanesulfonyl fluoride CC=1N(C=C(N1)[N+](=O)[O-])CCS(=O)(=O)F